[(1R)-3-[3-[4-[5-[tert-butyl(dimethyl)silyl]oxy-1-tetrahydropyran-2-yl-indazol-3-yl]triazol-2-yl]propoxy]-1-methyl-propyl]methanesulfonate [Si](C)(C)(C(C)(C)C)OC=1C=C2C(=NN(C2=CC1)C1OCCCC1)C1=NN(N=C1)CCCOCC[C@@H](C)CS(=O)(=O)[O-]